(1-(4-(trifluoromethoxy)benzyl)-1H-1,2,4-triazol-3-yl)methylamine FC(OC1=CC=C(CN2N=C(N=C2)CN)C=C1)(F)F